N-(4-methoxybenzyl)-2-methyl-3-phenylquinolin-6-amine COC1=CC=C(CNC=2C=C3C=C(C(=NC3=CC2)C)C2=CC=CC=C2)C=C1